1,3-dihydro-5,6-dimethyl-2-oxobenzo[c]thiophene CC1=CC2=C(CS(C2)=O)C=C1C